C1(=CC=C(C=C1)OC(CO)C=C)C1=CC=CC=C1 2-([1,1'-biphenyl]-4-oxy)but-3-en-1-ol